4-(2-(4-fluorophenyl)-4,5,6,7-tetrahydropyrazolo[1,5-a]pyrazin-3-yl)pyrimidin-2-amine FC1=CC=C(C=C1)C1=NN2C(CNCC2)=C1C1=NC(=NC=C1)N